N-(Pyrazin-2-ylmethyl)morpholine-4-carboxamide N1=C(C=NC=C1)CNC(=O)N1CCOCC1